O[C@H]1[C@H](OC[C@@H]([C@H]1O)NC1=NC(=CN=C1)C(F)(F)F)CN1CCN(CC1)C1=CC=C(C(=O)N)C=C1 4-(4-(((2R,3R,4R,5S)-3,4-dihydroxy-5-((6-(trifluoromethyl)pyrazin-2-yl)amino)tetrahydro-2H-pyran-2-yl)methyl)piperazin-1-yl)benzamide